N1C=NC2=C1C=CC(=C2)N2C(C1=CC=CC=C1C2C2=CC=CC=C2)=O 2-(1H-Benzo[d]imidazol-5-yl)-3-phenylisoindolin-1-on